estrenol C[C@@]12CCC[C@H]1[C@@H]3CCC4=C([C@H]3CC2)C=CC(=C4)O